4-carboxy-2-methylthiazolidine-2-carboxylate C(=O)(O)C1NC(SC1)(C(=O)[O-])C